COC1=CC=C(C=C1)NC(NCCC(=O)N([C@@H](C(C)C)C(=O)O)C)=S N-(3-(3-(4-methoxyphenyl)thioureido)propanoyl)-N-methyl-L-valine